CC1CCC(CC1)C1CCC(CC1)OC(F)(F)F 1-methyl-4-[4-(trifluoromethoxy)cyclohexyl]cyclohexane